CC1=CC=2C3=C(NC2C=C1)C(N(C=N3)CCC(N3CCN(CC3)C3=CC=C(C=C3)C(F)(F)F)=O)=O 8-methyl-3-(3-oxo-3-(4-(4-(trifluoromethyl)phenyl)piperazin-1-yl)propyl)-3,5-dihydro-4H-pyrimido[5,4-b]indol-4-one